2-nitro-6,7-dihydropyrazolo[1,5-a]pyridin-4(5H)-one [N+](=O)([O-])C1=NN2C(C(CCC2)=O)=C1